[rac-(2R)-2-(difluoromethyl)azetidin-1-yl]-[rac-(5S,7S)-7-fluoro-5-phenyl-6,7-dihydro-5H-pyrrolo[1,2-b][1,2,4]triazol-2-yl]methanone FC([C@@H]1N(CC1)C(=O)C=1N=C2N(N1)[C@@H](C[C@@H]2F)C2=CC=CC=C2)F |r|